ClC1=NC=C(C(=N1)Cl)CN1CCC(CC1)OCCF 2,4-dichloro-5-{[4-(2-fluoroethoxy)piperidin-1-yl]methyl}pyrimidine